5-fluoro-4-(4-fluoro-1-isopropyl-2-methyl-1H-benzo[d]imidazol-6-yl)-N-(3-fluoro-4-(pyrrolidin-1-ylmethyl)phenyl)pyrimidin-2-amine FC=1C(=NC(=NC1)NC1=CC(=C(C=C1)CN1CCCC1)F)C=1C=C(C2=C(N(C(=N2)C)C(C)C)C1)F